Methyl-3-nitrobenzoate COC(C1=CC(=CC=C1)[N+](=O)[O-])=O